C(CCCCCCCCCCCCCCCCC)(=O)[O-].C(CCCCCCCCCCCCCCCCC)(=O)[O-].C(C[NH3+])[NH3+] ethylenediammonium distearate